ClC1=CC=CC2=C1N(C(=N2)C2=NON=C2C)CC=2C=CC(=NC2)C#N 5-[[7-chloro-2-(4-methyl-1,2,5-oxadiazol-3-yl)benzimidazol-1-yl]methyl]pyridine-2-carbonitrile